methionyl acetate (3-methylthio-propyl acetate) CSCCCCC(=O)O.C(C)(=O)OC([C@@H](N)CCSC)=O